2-{4-[N-(4-bromophenyl)methoxyethanimidoyl]phenoxyl}-N-[2-(1H-imidazol-2-yl)ethyl]acetamide BrC1=CC=C(C=C1)CON=C(C)C1=CC=C(OCC(=O)NCCC=2NC=CN2)C=C1